C1(=CC=CC=C1)CCC(=O)OC(CC)CC 3-Phenylpropionic acid, 3-pentyl ester